COC=1C=C(C=C(C1OC)[N+](=O)[O-])C1=NC(=NC=N1)C=1C(=[N+](C=CC1)[O-])C(F)(F)F 3-(4-(3,4-dimethoxy-5-nitrophenyl)-1,3,5-triazin-2-yl)-2-(trifluoromethyl)pyridine 1-oxide